4-[2-(2,6-dioxopiperidin-3-yl)-1,3-dioxo-2,3-dihydro-1H-isoindol-4-yl]morpholine-2-carboxylic acid O=C1NC(CCC1N1C(C2=CC=CC(=C2C1=O)N1CC(OCC1)C(=O)O)=O)=O